[(1E)-3-aminoprop-1-en-1-yl][(3-fluoro-4-methoxyphenyl)imino]methyl-λ6-sulfanone dihydrochloride Cl.Cl.NC/C=C/[SH2](=O)C=NC1=CC(=C(C=C1)OC)F